C(#N)C=1C(=CC(=NC1)NC(=O)N1CCC(C2=CC(=C(N=C12)C=O)CN1C(CN(CC1)C)=O)(C)C)NCCSC N-(5-cyano-4-((2-(methylthio)ethyl)amino)pyridin-2-yl)-7-formyl-4,4-dimethyl-6-((4-methyl-2-oxopiperazin-1-yl)methyl)-3,4-dihydro-1,8-naphthyridine-1(2H)-carboxamide